1-{4-[(S)-3-aminopiperidine-1-carbonyl]-2-fluorophenyl}-3-[(1r,3R,5S,7S)-3,5-Dimethyladamantan-1-yl]urea N[C@@H]1CN(CCC1)C(=O)C1=CC(=C(C=C1)NC(=O)NC12C[C@]3(C[C@](CC(C1)C3)(C2)C)C)F